(S)-6-(4-amino-5-(trifluoromethyl)pyrimidin-2-yl)-7-fluoro-2-(4-((6-oxo-5-(trifluoromethyl)-1,6-dihydropyridazin-4-yl)amino)pentyl)isoquinolin-1(2H)-one NC1=NC(=NC=C1C(F)(F)F)C=1C=C2C=CN(C(C2=CC1F)=O)CCC[C@H](C)NC=1C=NNC(C1C(F)(F)F)=O